N-(3-Chloro-4-fluorophenyl)-3-methyl-6,7,10,11-tetrahydro-5H-pyrido[4',3':3,4]pyrazolo[1,5-a][1,2,4]triazolo[3,4-c][1,4]diazepine-12(13H)-carboxamide ClC=1C=C(C=CC1F)NC(=O)N1CC=2C(=NN3C2C=2N(CCC3)C(=NN2)C)CC1